NNC(=S)NC1=C(C=CC=C1)C(C)C 1-amino-3-(2-isopropylphenyl)thiourea